[C@@H]1([C@H](O)[C@@H](O)[C@H](O)[C@H](O1)CO)C1=CC(=C(C=C1)C)CC=1SC(=CC1)C1=CC=C(C=C1)F (β-D-glucopyranosyl)-4-methyl-3-[5-(4-fluorophenyl)-2-thienylmethyl]benzene